[N+](=O)([O-])C1=C(N2C(N=N1)=C(C(=N2)C([N+](=O)[O-])([N+](=O)[O-])[N+](=O)[O-])[N+](=O)[O-])N 3,8-dinitro-7-(trinitromethyl)pyrazolo[5,1-c][1,2,4]triazin-4-amine